(4-(((3-chloro-1-(3-(trimethylsilyl)prop-2-yn-1-yl)-1H-pyrazolo[3,4-b]pyridine-4-yl)amino)methyl)phenyl)(imino)(methyl)-λ6-sulfanone ClC1=NN(C2=NC=CC(=C21)NCC2=CC=C(C=C2)S(=O)(C)=N)CC#C[Si](C)(C)C